N12C(C(CC2CC1=O)=O)C(=O)[O-] azabicyclo(3.2.0)heptane-3,7-dione-2-carboxylate